C(C)(C)(C)OC(=O)N[C@@H](CCC(=O)O)C(=O)O (tert-butyloxycarbonyl)-L-glutamic acid